ClC=1C(=C(N2N=C(N=CC21)N[C@@H]2[C@@H](CN(CC2)S(=O)(=O)C)O)C2(CCC2)CC)C#N 5-chloro-7-(1-ethylcyclobutyl)-2-{[(3R,4S)-3-hydroxy-1-methanesulfonylpiperidin-4-yl]amino}pyrrolo[2,1-f][1,2,4]triazine-6-carbonitrile